C1(CCC1)N1N=CC(=C1)C1=C(C(=O)OC)C=C(C=C1)NC(=O)C1(CC1)C1=C(C=C(C=C1)OC)F Methyl 2-(1-cyclobutyl-1H-pyrazol-4-yl)-5-({[1-(2-fluoro-4-methoxyphenyl) cyclopropyl]carbonyl} amino)benzoate